C(C)(C)(C)OC(=O)N1CC(CC1)NC1=NC(=NC=C1[N+](=O)[O-])NC1CCC1.C1(=CC=CC=C1)S(=O)(=O)N benzenesulfonamide tert-Butyl-3-((2-(cyclobutylamino)-5-nitropyrimidin-4-yl)amino)pyrrolidine-1-carboxylate